2-propyl-1,3-propanediol dibenzoate C(C1=CC=CC=C1)(=O)OCC(COC(C1=CC=CC=C1)=O)CCC